N-(4-(4-amino-7-(1-methyl-1H-pyrazol-3-yl)pyrrolo[2,1-f][1,2,4]triazin-5-yl)-2-methoxyphenyl)-5-methyl-1,2,4-oxadiazol-3-amine NC1=NC=NN2C1=C(C=C2C2=NN(C=C2)C)C2=CC(=C(C=C2)NC2=NOC(=N2)C)OC